The molecule is a member of the class of cortistatins that is substituted by hydroxy groups at positions 1 and 2, a dimethylamino group at the 3alpha position and an isoquinolin-7-yl group at the 17 position, with double bonds at the 9-11 and 10-19 positions (the 1R,2R,17beta enantiomer). It is a member of cortistatins, a diol and a secondary alcohol. C[C@]12CC=C3C=C4[C@H]([C@@H]([C@H](C[C@]45CC[C@@]3([C@@H]1CC[C@@H]2C6=CC7=C(C=C6)C=CN=C7)O5)N(C)C)O)O